FC(OC1=C(CN2N=CC(=C2)C(=O)O)C=CC(=C1)F)F (2-(difluoromethoxy)-4-fluorobenzyl)-1H-pyrazole-4-carboxylic acid